3-(5-((4-(6-fluorobenzo[d]isoxazol-3-yl)piperazin-1-yl)methyl)-1-oxoisoindolin-2-yl)piperidine-2,6-dione FC1=CC2=C(C(=NO2)N2CCN(CC2)CC=2C=C3CN(C(C3=CC2)=O)C2C(NC(CC2)=O)=O)C=C1